tert-butyl 9-(4-(5-methoxy-2-(1-methyl-1H-pyrazol-4-yl)-4-nitrophenyl)piperazin-1-yl)-3-azaspiro[5.5]undecane-3-carboxylate COC=1C(=CC(=C(C1)N1CCN(CC1)C1CCC2(CCN(CC2)C(=O)OC(C)(C)C)CC1)C=1C=NN(C1)C)[N+](=O)[O-]